C1(=CC=CC=C1)C1=NC(=NC(=N1)C1=CC=CC=C1)C1=C(C=C(C=C1)OCCCCCC)O 2-(4,6-diphenyl-1,3,5-triazine-2-yl)-5-n-hexyloxyphenol